S(=O)(=O)(C)C1(CCOCC1)S(=O)(=O)C Di-MeSyloxane